3-bromo-5-(3-methanesulfonyl-4-methoxyphenoxy)pyridine Tert-butyl-(3-((2-amino-7-(1-(tetrahydro-2H-pyran-2-yl)-1H-pyrazol-5-yl)quinolin-4-yl)amino)propyl)carbamate C(C)(C)(C)N(C(O)=O)CCCNC1=CC(=NC2=CC(=CC=C12)C1=CC=NN1C1OCCCC1)N.BrC=1C=NC=C(C1)OC1=CC(=C(C=C1)OC)S(=O)(=O)C